O-(tert-butyl)-N-(6-(3-(2-methoxyethoxy)phenoxy)nicotinoyl)-L-serine C(C)(C)(C)OC[C@H](NC(C1=CN=C(C=C1)OC1=CC(=CC=C1)OCCOC)=O)C(=O)O